2-(phenylsulfonyl)thiazole C1(=CC=CC=C1)S(=O)(=O)C=1SC=CN1